2-(4-(6-((4-Cyano-2-fluorobenzyl)oxy)pyridin-2-yl)benzyl)-1-(2-methoxyethyl)-1H-benzo[d]imidazole-6-carboxylic acid C(#N)C1=CC(=C(COC2=CC=CC(=N2)C2=CC=C(CC3=NC4=C(N3CCOC)C=C(C=C4)C(=O)O)C=C2)C=C1)F